CNC1=CC=C(C=N1)C1=NC(=CC(=N1)N1CC2(CC1)CC(CCC2)C(=O)OCC)NC2=NC=CC(=C2)OC(F)(F)F ethyl 2-(2-(6-(methylamino) pyridin-3-yl)-6-((4-(trifluoromethoxy) pyridin-2-yl) amino) pyrimidin-4-yl)-2-azaspiro[4.5]decane-7-carboxylate